BrC=1C=2C3=C(C(N(C3=CC1)N1C(NC(CC1)=O)=O)=O)C=CC2 1-(6-bromo-2-oxobenzo[cd]indol-1(2H)-yl)dihydropyrimidine-2,4(1H,3H)-dione